(1H-pyrazol-1-yl)phenol N1(N=CC=C1)C1=C(C=CC=C1)O